(E)-2-(3-((tert-butyldimethylsilyl)oxy)prop-1-yn-1-yl)-6-(2-nitrovinyl)pyridine cobalt(III) tris(bis(trifluoromethylsulfonyl)imide) [N-](S(=O)(=O)C(F)(F)F)S(=O)(=O)C(F)(F)F.[N-](S(=O)(=O)C(F)(F)F)S(=O)(=O)C(F)(F)F.[N-](S(=O)(=O)C(F)(F)F)S(=O)(=O)C(F)(F)F.[Co+3].[Si](C)(C)(C(C)(C)C)OCC#CC1=NC(=CC=C1)\C=C\[N+](=O)[O-]